[Si](C)(C)(C(C)(C)C)OCCCN1N=CC(=C1C(=O)O)F 1-(3-((tert-butyldimethylsilyl)oxy)propyl)-4-fluoro-1H-pyrazole-5-carboxylic acid